3-((difluoromethyl)thio)-1-(methylsulfonyl)-2-phenyl-1H-indole FC(SC1=C(N(C2=CC=CC=C12)S(=O)(=O)C)C1=CC=CC=C1)F